N6-[[3-(dibenzylamino)oxetan-3-yl]methyl]-1-methyl-N4-[4-(trifluoromethyl)phenyl]pyrazolo[3,4-d]pyrimidine-4,6-diamine C(C1=CC=CC=C1)N(C1(COC1)CNC1=NC(=C2C(=N1)N(N=C2)C)NC2=CC=C(C=C2)C(F)(F)F)CC2=CC=CC=C2